[Si](C)(C)(C(C)(C)C)OC\C(\C)=N/[S@@](=O)C(C)(C)C (S,Z)-N-(1-((tert-butyldimethylsilyl)oxy)propan-2-ylidene)-2-methylpropane-2-sulfinamide